N,S-dimethylsulfoximine CN=S(=O)C